NC1=C(C(=O)O)C=CN=C1Cl 3-amino-2-chloroisonicotinic acid